C(C)(C)(C)OC(=O)N1CC(=CCC1)C=1C=C2C=C(NC2=CC1)CCO[Si](C)(C)C(C)(C)C 3-(2-(((tert-butyldimethylsilyl)oxy)ethyl)-1H-indol-5-yl)-5,6-dihydropyridine-1(2H)-carboxylic acid tert-butyl ester